(2-(difluoromethoxy)pyridin-3-yl)boric acid FC(OC1=NC=CC=C1OB(O)O)F